2-hydroxy-4-(4-oxo-2-phenyl-4,5,6,7-tetrahydro-1H-indol-1-yl)benzoic acid OC1=C(C(=O)O)C=CC(=C1)N1C(=CC=2C(CCCC12)=O)C1=CC=CC=C1